2-[4-[1-(2,6-dioxo-3-piperidyl)-3-methyl-2-oxo-benzimidazol-5-yl]-3-methyl-phenyl]-N-[5-fluoro-7-hydroxy-6-(1,1,4-trioxo-1,2,5-thiadiazolidin-2-yl)-2-naphthyl]acetamide O=C1NC(CCC1N1C(N(C2=C1C=CC(=C2)C2=C(C=C(C=C2)CC(=O)NC2=CC1=CC(=C(C(=C1C=C2)F)N2S(NC(C2)=O)(=O)=O)O)C)C)=O)=O